(S)-(1-(5-chloro-2-ethoxybenzyl)pyrrolidin-2-yl)methanamine disuccinate C(CCC(=O)O)(=O)O.C(CCC(=O)O)(=O)O.ClC=1C=CC(=C(CN2[C@@H](CCC2)CN)C1)OCC